CC(C(=O)O[C@H]1O[C@H]([C@@H]([C@H]([C@@H]1O)O)O)C1=CC(=C(C=C1)Cl)C1=CC=C(C=C1)OCC)C1=CC=CC=C1 ((2R,3S,4R,5R,6S)-6-(4-chloro-3-(4-ethoxyphenyl) phenyl)-3,4,5-trihydroxy tetrahydro-2H-pyran-2-yl) methylphenylacetate